(3-hydroxy-5-nitrophenyl)(morpholine) OC=1C=C(C=C(C1)[N+](=O)[O-])N1CCOCC1